ClC=1C(=C2C=NNC2=CC1F)OC1=NC=CC2=C1N=C(N=C2N2CCN(CC2)C(C=C)=O)OC[C@@]2(CN(CC2)C)F 1-[4-(8-[(5-chloro-6-fluoro-1H-indazol-4-yl)oxy]-2-{[(3R)-3-fluoro-1-methylpyrrolidin-3-yl]methoxy}pyrido[3,4-d]pyrimidin-4-yl)piperazin-1-yl]prop-2-en-1-one